OC(CCC(=O)O)CC1=C(C(=CC=C1)O)O 4-hydroxy-5-(dihydroxyphenyl)-pentanoic acid